2-propyl-1,3,5-trimethylpyrazolium hydroxide [OH-].C(CC)N1[N+](=C(C=C1C)C)C